1,2-bis(4-chlorophenyl)-4,4-difluorobutan-1-one ClC1=CC=C(C=C1)C(C(CC(F)F)C1=CC=C(C=C1)Cl)=O